4-(1-(4-(1,4-dimethyl-2-(4-(methylsulfonyl)phenyl)-1H-imidazo[4,5-c]pyridin-6-yl)benzyl)piperidin-4-yl)morpholine CN1C(=NC=2C(=NC(=CC21)C2=CC=C(CN1CCC(CC1)N1CCOCC1)C=C2)C)C2=CC=C(C=C2)S(=O)(=O)C